C(CCCCC)C1(CCC(CC1)CCCCCCC(C)C)CCCCCC dihexylisononylcyclohexane